1-(3-(aminomethyl)-1-(4-(trifluoromethoxy)phenyl)-1H-pyrazolo[3,4-b]pyridin-4-yl)-N,N-dimethylamine NCC1=NN(C2=NC=CC(=C21)CNC)C2=CC=C(C=C2)OC(F)(F)F